FCS(=O)(=O)N[C@@H]1[C@@H](N(CC1)C(C(C)C)=O)CC=1N=C(SC1)C1=CC=CC=C1 1-fluoro-N-(cis-1-isobutyryl-2-((2-phenyl-1,3-thiazol-4-yl)methyl)pyrrolidin-3-yl)methanesulfonamide